C(CCC)[Sn](SCCCCCCCCCCCC)(SCCCCCCCCCCCC)CCCC dibutyl-bis(dodecylthio)stannane